C(CC1=CC(OC)=C(O)C=C1)O Homovanillyl alcohol